CC1=C2C(=NC=C1B1OC(C(O1)(C)C)(C)C)N(N=C2)C2OCCCC2 4-methyl-1-(tetrahydro-2H-pyran-2-yl)-5-(4,4,5,5-tetramethyl-1,3,2-dioxaborolan-2-yl)-1H-pyrazolo[3,4-b]pyridine